4H-PYRROLOPYRIDINE N1=CC=C2C1=CC=CN2